(trifluoromethyl)-1H-pyrazol-5-carboxamid FC(F)(F)N1N=CC=C1C(=O)N